N1(CCNCC1)C=1N=CC2=C(N1)CCN(C2)C(=O)OC(C)(C)C tert-butyl 2-(piperazin-1-yl)-7,8-dihydropyrido[4,3-d]pyrimidine-6(5H)-carboxylate